2-(3-trimethoxysilylpropyl)-N-(2-aminoethyl)guanidine CO[Si](CCCN=C(NCCN)N)(OC)OC